6-(3-isopropyl-5-(1-((3-methyloxetan-3-yl)methyl)piperidin-4-yl)-1H-indol-2-yl)-8-methoxy-[1,2,4]triazolo[4,3-a]pyridine C(C)(C)C1=C(NC2=CC=C(C=C12)C1CCN(CC1)CC1(COC1)C)C=1C=C(C=2N(C1)C=NN2)OC